5-(4-fluorophenyl)-3-oxopentanenitrile FC1=CC=C(C=C1)CCC(CC#N)=O